ClC=1C(=C(C(=O)NCCC(C)C)C=CC1)C1CC1 3-chloro-2-cyclopropyl-1-N-(3-methylbutyl)benzamide